5-nitrothiophene-2-carboxamide [N+](=O)([O-])C1=CC=C(S1)C(=O)N